9,10-Dihydroacridine C1=CC=CC=2NC3=CC=CC=C3CC12